Cl.C[N+]1(CCNCC1)[O-].[W+4].[NH4+] ammonium tungsten 1-methylpiperazine 1-oxide, hydrochloride